C1(CC1)C#CC1=NC2=CC=C(C=C2C(=N1)N1CCC(CC1)C1=C(C=CC=C1)OC)N(CCO)C 2-((2-(cyclopropylethynyl)-4-(4-(2-methoxyphenyl)piperidin-1-yl)quinazolin-6-yl)(methyl)amino)ethanol